C(C)(C)(C)C=1N=C(N(C1[N+](=O)[O-])/C=C/C(=O)[O-])C1=CC=C(C=C1)Cl (E)-3-(4-(tert-butyl)-2-(4-chlorophenyl)-5-nitro-1H-imidazol-1-yl)acrylate